COC(CCC#CC1=NN(C(C=2CCCCC12)=O)CC1=CC=C(C=C1)OC)=O 5-[3-[(4-methoxyphenyl)methyl]-4-oxo-5,6,7,8-tetrahydrophthalazin-1-yl]pent-4-ynoic acid methyl ester